5-((3-(9H-purin-6-yl)pyridin-2-yl)amino)-6-methyl-N-(3-(trifluoromethyl)phenyl)-nicotinamide N1=CN=C2NC=NC2=C1C=1C(=NC=CC1)NC=1C(=NC=C(C(=O)NC2=CC(=CC=C2)C(F)(F)F)C1)C